(S)-4-(1-(difluoromethyl)-5-fluoro-2,3-dihydro-1H-benzo[d]pyrrolo[1,2-a]imidazol-7-yl)-N-(5-((9-ethyl-3,9-diazaspiro[5.5]undecan-3-yl)methyl)pyridin-2-yl)-5-fluoropyrimidin-2-amine FC([C@@H]1CCC=2N1C1=C(N2)C(=CC(=C1)C1=NC(=NC=C1F)NC1=NC=C(C=C1)CN1CCC2(CC1)CCN(CC2)CC)F)F